C(C)N1N=CC(=C1C)C1=NC(=NC(=C1)N1CC(C1)NC)N 4-(1-ethyl-5-methyl-1H-pyrazol-4-yl)-6-(3-(methylamino)azetidin-1-yl)pyrimidin-2-amine